CC1(CN(CC1)C=1C=2N(C=C(N1)C=1C=NN(C1)C)N=CC2)CNC(OC(C)(C)C)=O tert-Butyl ((3-methyl-1-(6-(1-methyl-1H-pyrazol-4-yl)pyrazolo[1,5-a]pyrazin-4-yl)pyrrolidin-3-yl)methyl)carbamate